2-methyl-4-propyl-benzaldehyde CC1=C(C=O)C=CC(=C1)CCC